N1(CCOCC1)C1CCC(CC1)NC=1C=2C=CNC2C=CC1 N-[(1R,4R)-4-(morpholin-4-yl)cyclohexyl]-1H-indol-4-amine